C(C)(C)(C)OC(=O)N1C2CN(CC1CC2)C2=NC=C(C=N2)C(=O)O 2-(8-(tert-butoxycarbonyl)-3,8-diazabicyclo[3.2.1]octan-3-yl)pyrimidine-5-carboxylic acid